C(#N)C1=CC=C(C=C1)[C@H](CC(C)O)N(C([O-])=O)O N-[(1S)-1-(4-cyanophenyl)-3-hydroxybutyl]-N-hydroxycarbamate